FC(C=1SC=CC1)(F)F 2-(trifluoromethyl)thiophen